C(C)C1=CNC=C1 3-Ethyl-1H-pyrrol